(2S)-2-amino-4-[{(1R)-1-[1-benzyl-4-(2,5-difluorophenyl)-1H-imidazol-2-yl]-2,2-dimethylpropyl}(propionyl)amino]-N-{2-[2-(2,5-dioxo-2,5-dihydro-1H-pyrrol-1-yl)ethoxy]ethyl}butanamid N[C@H](C(=O)NCCOCCN1C(C=CC1=O)=O)CCN(C(CC)=O)[C@H](C(C)(C)C)C=1N(C=C(N1)C1=C(C=CC(=C1)F)F)CC1=CC=CC=C1